ethyl 1-cyclopropyl-5-methyl-4-[1-(2-trimethylsilylethoxymethyl)indazol-5-yl]sulfonyl-pyrrole-2-carboxylate C1(CC1)N1C(=CC(=C1C)S(=O)(=O)C=1C=C2C=NN(C2=CC1)COCC[Si](C)(C)C)C(=O)OCC